(5-bromo-8-((2,2-difluoroethyl)amino)-2,7-naphthyridin-3-yl)cyclopropanecarboxamide BrC1=C2C=C(N=CC2=C(N=C1)NCC(F)F)C1(CC1)C(=O)N